C(#N)C=1C=NN2C1C(=CC(=C2)OCC)C=2C=CC(=NC2)N2CCC(CC2)(C(=O)OC)NC(=O)C2=NC=CC=C2F methyl 1-[5-(3-cyano-6-ethoxy-pyrazolo[1,5-a]pyridin-4-yl)-2-pyridyl]-4-[(3-fluoropyridine-2-carbonyl)amino]piperidine-4-carboxylate